Cl[Si](C)(C)C1C(=CC2=C(C=3CCCC3C=C12)C1=CC(=CC(=C1)C)C)C Chloro[2-methyl-4-(3,5-dimethylphenyl)-1,5,6,7-tetrahydro-s-indacen-1-yl]dimethylsilane